2-(2-pyridyl)benzoxazole N1=C(C=CC=C1)C=1OC2=C(N1)C=CC=C2